CC1(C=C(CCN1C(C)=O)B1OC(C(O1)(C)C)(C)C)C 1-(6,6-dimethyl-4-(4,4,5,5-tetramethyl-1,3,2-dioxaborolan-2-yl)-3,6-dihydropyridin-1(2H)-yl)ethan-1-one